tert-butyl (R)-(3-hydroxy-2-methylpropyl)carbamate OC[C@@H](CNC(OC(C)(C)C)=O)C